OC12CC[C@H]3[C@H]4[C@](CC[C@@H]3[C@]2(CC[C@@H](C1O)OC(C)=O)C)([C@H](CC4)[C@H](C)CCCC(C)(C)O)C acetic acid-(1R,3aS,3bS,7S,9aR,9bS,11aR)-5a,6-dihydroxy-1-[(2R)-6-Hydroxy-6-methylhept-2-yl]-9a,11a-dimethylhexadecahydro-1H-cyclopenta[1,2-i]phenanthrene-7-yl ester